OC(CC(=O)OC)(C)C1=NC=CC=C1 Methyl 3-hydroxy-3-(pyridin-2-yl)butanoate